FC1=C(CC=2C=CC(=NC2)NC(=O)C2=CN(C(C=C2)=O)C)C=CC=C1 N-(5-(2-fluorobenzyl)pyridin-2-yl)-1-methyl-6-oxo-1,6-dihydropyridine-3-carboxamide